[2-(2-hydroxy-ethoxy)-ethyl]amin OCCOCCN